3-ethynyl-pyridazine C(#C)C=1N=NC=CC1